COC(=O)C1OCC(C1)NC(=O)C1(CC(=NO1)C1=CC(=CC(=C1)C)Br)C 4-[[3-(3-bromo-5-methylphenyl)-5-methyl-4H-isoxazole-5-carbonyl]amino]tetrahydrofuran-2-carboxylic acid methyl ester